2-(2'-hydroxy-5'-methacrylamidophenyl)-5-chlorobenzotriazol OC1=C(C=C(C=C1)NC(C(=C)C)=O)N1N=C2C(=N1)C=CC(=C2)Cl